Dimethyl 2,3,5,6-tetrachloro-1,4-benzenedicarboxylate ClC1=C(C(=C(C(=C1Cl)C(=O)OC)Cl)Cl)C(=O)OC